2-((4,4-Difluoropiperidin-1-yl)methyl)-1H-indole-6-carbonitrile FC1(CCN(CC1)CC=1NC2=CC(=CC=C2C1)C#N)F